O=C1N2C(CC=3C=C(C=CC13)NCCCCCCSC1=CC=NC3=CC(=CC=C13)C(F)(F)F)CN(CC2)C(=O)OC(C)(C)C tert-butyl 6-oxo-9-((6-((7-(trifluoromethyl)quinolin-4-yl)thio)hexyl)amino)-1,3,4,6,11,11a-hexahydro-2H-pyrazino[1,2-b]isoquinoline-2-carboxylate